ClC1=C(C=CC=C1)[C@@H](C(=O)OC)N1CC2=C(CC1)SC=C2 methyl (2S)-2-(2-chlorophenyl)-2-[6,7-dihydrothieno[3,2-c]pyridin-5(4H)-yl]acetate